3-chloro-6-(5-fluoro-2-(trifluoromethoxy)benzyl)-7,8-dihydro-1,6-naphthyridin-5(6H)-one ClC=1C=NC=2CCN(C(C2C1)=O)CC1=C(C=CC(=C1)F)OC(F)(F)F